1,3-dioxolane hydrate O.O1COCC1